isopropyl (Z)-7-[(1R,2R,3R,5S)-3,5-dihydroxy-2-[(3R)-3-hydroxy-5-phenylpentyl]-cyclopentyl]hept-5-enoate O[C@H]1[C@@H]([C@H]([C@H](C1)O)C\C=C/CCCC(=O)OC(C)C)CC[C@H](CCC1=CC=CC=C1)O